C(C)(C)(C)N(C(O)=O)C1CCC2(C[C@@H]([C@H]2O)[C@@H]2N3C(C4=CC=CC=C24)=CN=C3)CC1.C1(CCCCC1)OC(CCC)N1N=NC=C1 1-(1-cyclohexyloxybutyl)triazole tert-butyl-((1R,2R,4r,7R)-1-hydroxy-2-((S)-5H-imidazo[5,1-a]isoindol-5-yl)spiro[3.5]nonan-7-yl)carbamate